4,6-dichloropyrimidine-5-formaldehyde ClC1=NC=NC(=C1C=O)Cl